C(C(C)C)(=O)OOC(C)(C)C tert-butyl peroxyisobutyrate